dipropylheptyl phthalate C(C=1C(C(=O)[O-])=CC=CC1)(=O)OC(CCCCCC)(CCC)CCC